N-(4,4-difluoro-6,7-dihydro-5H-pyrazolo[1,5-a]pyridin-2-yl)-3-[2-(5-fluoro-3-pyridyl)ethynyl]-4-methyl-benzamide FC1(C=2N(CCC1)N=C(C2)NC(C2=CC(=C(C=C2)C)C#CC=2C=NC=C(C2)F)=O)F